(E)-N2-[(3-fluoro-2-hydroxyphenyl)methylidene]-L-arginine FC=1C(=C(C=CC1)C=N[C@@H](CCCN\C(\N)=N\[H])C(=O)O)O